6-(pyrazolo[5,1-b]thiazole-7-carbonyl)-N-(5-(trifluoromethyl)pyridin-3-yl)-4,5,6,7-tetrahydrothieno[2,3-c]pyridine-3-carboxamide S1C=2N(C=C1)N=CC2C(=O)N2CC1=C(CC2)C(=CS1)C(=O)NC=1C=NC=C(C1)C(F)(F)F